N1C(=CC2=CC=CC=C12)C(=O)N1[C@@H](C[C@@H]2CCCC[C@H]12)C(=O)N[C@H](C=O)C[C@H]1C(NCC1)=O (2S,3aS,7aS)-1-(1H-Indole-2-carbonyl)-N-((S)-1-oxo-3-((S)-2-oxopyrrolidin-3-yl)propan-2-yl)octahydro-1H-indole-2-carboxamide